N-((1R,3s,5S)-8-(pyridin-3-ylsulfonyl)-8-azabicyclo[3.2.1]octan-3-yl)-1,6-naphthyridine-5,7-diamine N1=CC(=CC=C1)S(=O)(=O)N1[C@H]2CC(C[C@@H]1CC2)NC=2C=1C=CC=NC1C=C(N2)N